FC(C1=CC=C(C=C1)/C=C/B(O)O)(F)F [(E)-2-[4-(trifluoromethyl)phenyl]vinyl]boronic acid